Methyl 5-((1,3-bis(2-(dicyclohexylamino)-2-oxoethoxy)propan-2-yl)amino)-5-oxopentanoate C1(CCCCC1)N(C(COCC(COCC(N(C1CCCCC1)C1CCCCC1)=O)NC(CCCC(=O)OC)=O)=O)C1CCCCC1